4-(2-(3-methoxy-4-phenyl-1H-pyrazol-1-yl)-8-methyl-9-((methylsulfinyl)methyl)-9H-purin-6-yl)morpholine COC1=NN(C=C1C1=CC=CC=C1)C1=NC(=C2N=C(N(C2=N1)CS(=O)C)C)N1CCOCC1